N-(4,4-difluorocyclohexyl)-8,9-dimethyl-5,6-dihydrobenzo[f]imidazo[1,5-d][1,4]oxazepine-10-carboxamide FC1(CCC(CC1)NC(=O)C=1C(=C(C2=C(C=3N(CCO2)C=NC3)C1)C)C)F